3,3,5,5'-biphenyltetracarboxylic acid C=1(CC(C=C(C1)C(=O)O)(C(=O)O)C(=O)O)C1=CC=CC(=C1)C(=O)O